tert-butyl 2-(3-(1,3-dioxolane-2-yl)-4-(methoxycarbonyl)phenyl)-2,7-diazaspiro[3.5]nonane-7-carboxylate O1C(OCC1)C=1C=C(C=CC1C(=O)OC)N1CC2(C1)CCN(CC2)C(=O)OC(C)(C)C